2-(3-Azabicyclo[3.1.0]hexan-3-yl)-8-(1-hydroxyethyl)-3-methyl-6-(trideuteriomethyl)quinazolin-4-one C12CN(CC2C1)C1=NC2=C(C=C(C=C2C(N1C)=O)C([2H])([2H])[2H])C(C)O